(2R,3R)-3,5,7-trihydroxy-2-(3-hydroxy-4-methoxyphenyl)-2,3-dihydrochromen-4-one O[C@@H]1[C@H](OC2=CC(=CC(=C2C1=O)O)O)C1=CC(=C(C=C1)OC)O